4-carbo-tert-butoxy-5-trifluoromethyl-cyclohexane-1,3-dione C(=O)(OC(C)(C)C)C1C(CC(CC1C(F)(F)F)=O)=O